N4-(2,2,2-trifluoro-1-phenylethyl)benzene-1,4-diamine FC(C(C1=CC=CC=C1)NC1=CC=C(C=C1)N)(F)F